tert-butyl (2S,6S)-4-(3-amino-2-chloro-5-cyanophenyl)-2,6-dimethylpiperazine-1-carboxylate NC=1C(=C(C=C(C1)C#N)N1C[C@@H](N([C@H](C1)C)C(=O)OC(C)(C)C)C)Cl